(E)-N'-(6,7-dihydroquinolin-8(5H)-ylidene)-6-(quinolin-2-yl)-2,6-diazaspiro[3.3]heptane-2-thiohydrazide N1=CC=CC=2CCC/C(/C12)=N\NC(=S)N1CC2(C1)CN(C2)C2=NC1=CC=CC=C1C=C2